FC=1C=C(C=NC1)S(=O)(=O)N[C@@H](C(F)(F)F)C1=CC(=C(C=C1)C(F)(F)F)C (R)-5-fluoro-N-(2,2,2-trifluoro-1-(3-methyl-4-(trifluoromethyl)phenyl)ethyl)pyridine-3-sulfonamide